CC1(C#SCC(CC1)(C)C)C 3,3,6,6-tetramethyl-thiacycloheptyne